(3S)-7-(benzylsulfanyl)-5-chloro-2,3-dihydro-1-benzofuran-3-yl acetate C(C)(=O)O[C@@H]1COC2=C1C=C(C=C2SCC2=CC=CC=C2)Cl